C(C)(C)(C)OC(C(C)OC[C@H]1[C@H](C1)CO)=O (((1R,2S)-2-(hydroxymethyl)cyclopropyl)methoxy)propionic acid tert-butyl ester